CC1=NOC(=C1CN1C(C2=C(CCC1)C(=CN2)C2=NC(=NC=C2C(F)(F)F)N[C@@H]2CNC(CC2)(C)C)=O)C 7-[(3,5-dimethyl-1,2-oxazol-4-yl)methyl]-3-(2-{[(3S)-6,6-dimethylpiperidin-3-yl]amino}-5-(trifluoromethyl)pyrimidin-4-yl)-1H,4H,5H,6H,7H,8H-pyrrolo[2,3-c]azepin-8-one